C(C)(C)(C)C1=CC(=C(C=C1)C(CC(C)C)=O)O (4-tert-butyl-2-hydroxyphenyl)-3-methyl-1-butanone